2-Chloro-N-(5-(2-(((3S,5S)-5-fluoropiperidin-3-yl)amino)-8-isopropyl-7-oxo-7,8-dihydropyrido[2,3-d]pyrimidin-6-yl)pyridin-2-yl)benzenesulfonamide ClC1=C(C=CC=C1)S(=O)(=O)NC1=NC=C(C=C1)C1=CC2=C(N=C(N=C2)N[C@@H]2CNC[C@H](C2)F)N(C1=O)C(C)C